tert-butyl ((1S,2R)-1-phenyl-2-((4-(trifluoromethoxy)phenyl)sulfonamido)propyl)carbamate C1(=CC=CC=C1)[C@@H]([C@@H](C)NS(=O)(=O)C1=CC=C(C=C1)OC(F)(F)F)NC(OC(C)(C)C)=O